BrC1=CC(=NN1)C 5-bromo-3-methyl-1H-pyrazole